CN(CC(=O)C1=CC(=C2CNC(C2=C1)=O)C(F)(F)F)C 6-[2-(Dimethylamino)acetyl]-4-(trifluoromethyl)-2,3-dihydroisoindol-1-one